[Li].[Ba].[B] boron-barium-lithium